N[C@H]1C2N(CC1CC2)C(=O)C2=CC1=C(N(C(=N1)C1=CC=3C(=NC(=CC3)C(C)O)N1CC1CC1)C)C(=C2)F 1-(2-{5-[(7R)-7-amino-2-azabicyclo[2.2.1]heptane-2-carbonyl]-7-fluoro-1-methyl-1H-1,3-benzodiazol-2-yl}-1-(cyclopropylmethyl)-1H-pyrrolo[2,3-b]pyridin-6-yl)ethan-1-ol